2-[4-(3-piperazin-1-yl-pyrazolo[1,5-a]pyridin-6-yl)-1H-pyrazol-1-yl]ethanol N1(CCNCC1)C=1C=NN2C1C=CC(=C2)C=2C=NN(C2)CCO